C(C=C)(=O)N1C[C@H](CC1)N1N=C(C(=C1)C(=O)N)C1=CC=C(C=C1)OC1=CC=CC=C1 (S)-1-(1-acryloylpyrrolidine-3-yl)-3-(4-phenoxyphenyl)-1H-pyrazole-4-carboxamide